C(C)(C)(C)NC1=NC=C2N=C(N(C2=N1)C1CCNCC1)NC1=CC(=C(C=C1)Cl)Cl N2-(tert-Butyl)-N8-(3,4-dichlorophenyl)-9-(piperidin-4-yl)-9H-purine-2,8-diamine